D-α-Hydroxyglutaric acid O[C@@H](C(=O)O)CCC(=O)O